(2,2,2-trifluoroethyl)isoxazole-3-carboxamide FC(CC=1C(=NOC1)C(=O)N)(F)F